N-((2R,3S)-1-(6-(hydroxymethyl)-5-methylpyridin-3-yl)-2-((((CIS)-4-phenylcyclohexyl)oxy)methyl)pyrrolidin-3-yl)methanesulfonamide OCC1=C(C=C(C=N1)N1[C@H]([C@H](CC1)NS(=O)(=O)C)CO[C@@H]1CC[C@@H](CC1)C1=CC=CC=C1)C